(±)-Trans-6-chloro-4-(3-ethoxy-4-((5-isopropoxypyridin-2-yl)oxy)piperidin-1-yl)-1-methylpyrido[3,2-d]pyrimidin-2(1H)-one ClC=1C=CC=2N(C(N=C(C2N1)N1C[C@H]([C@@H](CC1)OC1=NC=C(C=C1)OC(C)C)OCC)=O)C |r|